C(C#C)OC1=CC=C(C=C1)OC(F)(F)F 1-(prop-2-yn-1-yloxy)-4-(trifluoromethoxy)benzene